2,4-dichloro-3-fluoropyridine ClC1=NC=CC(=C1F)Cl